F[C@@H]1[C@@H](C1)C1=NC(=NO1)C1(CCN(CC1)C(=O)NC=1C(=NC=CC1)N1CCN(CC1)C(C)C)C 4-(5-((1S,2S)-2-fluorocyclopropyl)-1,2,4-oxadiazol-3-yl)-N-(2-(4-isopropylpiperazin-1-yl)pyridin-3-yl)-4-methylpiperidine-1-carboxamide